OC(C(O)NC(C(=C)C)=O)NC(C(=C)C)=O N,N'-(1,2-dihydroxyethylene)bismethacrylamide